(3-methyloxetan-3-yl)(4-(4,4,5,5-tetramethyl-1,3,2-dioxaborolan-2-yl)-2,3,6,7-tetrahydro-1H-azepin-1-yl)methanone CC1(COC1)C(=O)N1CCC(=CCC1)B1OC(C(O1)(C)C)(C)C